[(1R)-1,2,3,4-tetrahydronaphthalen-1-yl]-4-thiazolecarboxamide [C@H]1(CCCC2=CC=CC=C12)C=1SC=C(N1)C(=O)N